Nickel (II) nitrate salt [N+](=O)([O-])[O-].[Ni+2].[N+](=O)([O-])[O-]